BrC1=CC(=C(C=C1F)NS(=O)(=O)C1=CNC2=C1C=CC=1C=CC=NC21)F N-(4-bromo-2,5-difluorophenyl)-1H-pyrrolo[3,2-H]quinoline-3-sulfonamide